3-(1-(4-fluorophenyl)ethenyl)-N-(2-(pyrrolidin-1-yl)ethyl)pyrazin-2-amine FC1=CC=C(C=C1)C(=C)C=1C(=NC=CN1)NCCN1CCCC1